CN(CC(=O)N1CCN(CC1)C=1SC=C(N1)NC1=NC=C(C(=N1)NCCCN1C(COCCC1)=O)C(F)(F)F)C 4-(3-((2-((2-(4-(dimethylglycyl)piperazin-1-yl)thiazol-4-yl)amino)-5-(trifluoromethyl)pyrimidin-4-yl)amino)propyl)-1,4-oxazepan-3-one